C(C)(C)(C)OC(=O)N1C(CC2=CC(=C(C=C12)OC)Br)=O.FC(N1N=CC(=C1C)NC1=NC=C(C(=N1)OCC1CCC(CC1)NC(C)=O)F)F N-((1R,4R)-4-(((2-((1-(difluoromethyl)-5-methyl-1H-pyrazol-4-yl)amino)-5-fluoropyrimidin-4-yl)oxy)methyl)cyclohexyl)acetamide tert-butyl-5-bromo-6-methoxy-2-oxoindoline-1-carboxylate